[Cd].[Ca].[Na].[Cu] copper sodium calcium cadmium